(R)-tert-butyl 3-(((4-fluoro-3-iodo-1H-indazol-5-yl)oxy)methyl)pyrrolidine-1-carboxylate FC1=C2C(=NNC2=CC=C1OC[C@H]1CN(CC1)C(=O)OC(C)(C)C)I